C(C)(C)(C)C1=CC=C(C=C1)C1=NC(=C(C(=N1)C)C(=O)OC)C methyl 2-(4-(tert-butyl) phenyl)-4,6-dimethylpyrimidine-5-carboxylate